6-((tetrahydrofuran-3-yl)methyl)-1,3,5-triazine-2,4,6-triamine O1CC(CC1)CC1(N=C(N=C(N1)N)N)N